C(C)NC(=O)C1=CN(C2=NC=C(N=C21)O[C@H]2C[C@@H](N(CC2)C(=O)OCC2=CC=CC=C2)C)COCC[Si](C)(C)C |r| trans-racemic-benzyl 4-{[7-(ethylcarbamoyl)-5-{[2-(trimethylsilyl)ethoxy]methyl}-5H-pyrrolo[2,3-b]pyrazin-2-yl]oxy}-2-methylpiperidine-1-carboxylate